heptadecan-9-yl 6-(4-(2-((tert-butyldimethylsilyl)oxy)ethyl)-6-(6-(nonyloxy)-6-oxohexyl)morpholin-2-yl)hexanoate [Si](C)(C)(C(C)(C)C)OCCN1CC(OC(C1)CCCCCC(=O)OCCCCCCCCC)CCCCCC(=O)OC(CCCCCCCC)CCCCCCCC